N6-(benzyl)-adenosine C(C1=CC=CC=C1)NC=1C=2N=CN([C@H]3[C@H](O)[C@H](O)[C@@H](CO)O3)C2N=CN1